7-(4-chlorophenyl)-5-(1-methyl-1H-pyrazol-4-yl)pyrido[3,4-b]pyrazin-3(4H)-one ClC1=CC=C(C=C1)C1=CC2=C(NC(C=N2)=O)C(=N1)C=1C=NN(C1)C